hydrogenIodic acid I(=O)(=O)O